FC(C=1C=C(C=NC1C(F)(F)F)CNCC[C@]1(CCOC2(CCCC2)C1)C1=NC=CC=C1)(F)F {[5,6-bis(trifluoromethyl)pyridin-3-yl]methyl}({2-[(9R)-9-(pyridin-2-yl)-6-oxaspiro[4.5]decan-9-yl]ethyl})amine